2,5-dimethyl-2,5-di(tert-butylperoxy)hex-3-yne (Z)-8-(2,4-dichlorophenyl)-9-(4-((1-(3-fluoropropyl)pyrrolidin-3-ylidene)methyl)phenyl)-6,7-dihydro-5H-benzo[7]annulen-3-yl-pivalate ClC1=C(C=CC(=C1)Cl)\C=1\CCCC2=C(\C1\C1=CC=C(C=C1)C=C1CN(CC1)CCCF)C=CC(=C2)CC(C(=O)O)(C)C.CC(C)(C#CC(C)(OOC(C)(C)C)C)OOC(C)(C)C